N-(4-fluorophenyl)-N-methyl-4-(1-methylpyrazol-4-yl)-6-oxo-1H-pyridine-2-carboxamide FC1=CC=C(C=C1)N(C(=O)C=1NC(C=C(C1)C=1C=NN(C1)C)=O)C